(S)-2-(2-(5-Chloro-2-((tetrahydro-2H-pyran-4-yl)amino)pyrimidin-4-yl)-6,6-dimethyl-4-oxo-4,6-dihydro-5H-thieno[2,3-c]pyrrol-5-yl)-N-(1-(3-chlorophenyl)-2-hydroxyethyl)acetamide ClC=1C(=NC(=NC1)NC1CCOCC1)C1=CC2=C(C(N(C2=O)CC(=O)N[C@H](CO)C2=CC(=CC=C2)Cl)(C)C)S1